COC1=C(C=CC=C1)N1CCNCC1 4-(2-methoxyphenyl)piperazine